OC1=CC(=CC(=C1)CCCCCCCCCCCCCCCCCCCCCCC)O 1,3-dihydroxy-5-n-tricosyl-benzene